(N,N,N-trimethylammonium) ethylacrylat chlorid [Cl-].C(C)OC(C=C)=O.C[NH+](C)C